5-(1-(2,2-difluoroethyl)-1H-benzo[d][1,2,3]triazol-6-yl)-4-(methoxy-d)-N-(2-oxaspiro[3.5]nonan-7-yl)pyrrolo[2,1-f][1,2,4]triazin-2-amine FC(CN1N=NC2=C1C=C(C=C2)C=2C=CN1N=C(N=C(C12)OC[2H])NC1CCC2(COC2)CC1)F